P(=O)(OC1=CC=CC=C1)(OC(C)(C)C)OC1=CC=CC=C1 phenyl tertiary butyl phenyl phosphate